hexamethylenebis(cyclohexylcarbodiimide) C1(CCCCC1)N=C=NCCCCCCN=C=NC1CCCCC1